3-amino-5H,6H,7H-pyrazolo[1,5-a]pyrazin-4-one NC=1C=NN2C1C(NCC2)=O